C(#N)C=1N(C=C(C1)CO)NC(OC(C)(C)C)=O tert-butyl [2-cyano-4-(hydroxymethyl)-1H-pyrrol-1-yl]carbamate